NN1C(=C(C(=C1)C=1C=NC=CC1)C1=CC=CC=C1)C(=O)OCC ethyl 1-amino-3-phenyl-4-(pyridin-3-yl)-1H-pyrrole-2-carboxylate